FC=1C=C2CCN(CC2=CC1NC=1N=NC(=C(N1)NC1=C(C=CC=C1)CO)C(=O)N)C ((6-fluoro-2-methyl-1,2,3,4-tetrahydroisoquinolin-7-yl)amino)-5-((2-(hydroxymethyl)phenyl)amino)-1,2,4-triazine-6-carboxamide